tin-lead-antimony-arsenic [As].[Sb].[Pb].[Sn]